6-Bromo-1-(cyclopropylmethyl)-5-fluoro-1H-indole BrC1=C(C=C2C=CN(C2=C1)CC1CC1)F